(3-iodobenzyl)tetrahydro-2H-pyran-3-carboxamide IC=1C=C(CC2OCCCC2C(=O)N)C=CC1